2-Amino-N-{1-[3,4-dichloro-7-(1,1-dioxido-1,2,5-thiadiazepan-5-yl)pyrazolo[1,5-a]-pyridin-6-yl]ethyl}pyrazolo[1,5-a]pyrimidine-3-carboxamide trifluoroacetate FC(C(=O)O)(F)F.NC1=NN2C(N=CC=C2)=C1C(=O)NC(C)C=1C=C(C=2N(C1N1CCNS(CC1)(=O)=O)N=CC2Cl)Cl